ClC=1C(=NC=CC1)N1N=C(C=C1C1=NC2=C(C(O1)=O)C1=C(C=C2C)C=NN1)OC 7-[2-(3-chloro-2-pyridinyl)-5-methoxy-pyrazol-3-yl]-5-methyl-1H-pyrazolo[3,4-f][3,1]benzoxazin-9-one